CC=1C(=C(C=C(C1)C(F)(F)F)O)C=1C=CC=2C(N1)=NN(C2)C2CCC=1N(C2)C=CN1 3-methyl-2-(2-(5,6,7,8-tetrahydroimidazo[1,2-a]pyridin-6-yl)-2H-pyrazolo[3,4-b]pyridin-6-yl)-5-(trifluoromethyl)phenol